C(#N)C=1C=NN2C1C(=CC(=C2)C=2C=NN(C2C)C2CCC(CC2)NC(C(C)(C)O)=O)SC2=C(C=CC=C2)C#N N-((1s,4s)-4-(4-(3-cyano-4-((2-cyanophenyl)thio)pyrazolo[1,5-a]pyridin-6-yl)-5-methyl-1H-pyrazol-1-yl)cyclohexyl)-2-hydroxy-2-methylpropanamide